1-(piperazin-1-yl)dodecan-1-one N1(CCNCC1)C(CCCCCCCCCCC)=O